phenylpiperazine-1-carboxylic acid C1(=CC=CC=C1)C1N(CCNC1)C(=O)O